(2-methyl-1H-benzimidazole-5-yl)boric acid CC1=NC2=C(N1)C=CC(=C2)OB(O)O